2-(2,3,7,8-tetrakis(4-butylphenyl)-5-methylbenzo[de]chromen-9-yl)-1,4,5,6-tetrahydropyrimidine C(CCC)C1=CC=C(C=C1)C=1OC2=C(C(=C(C=3C2=C(C1C1=CC=C(C=C1)CCCC)C=C(C3)C)C3=CC=C(C=C3)CCCC)C3=CC=C(C=C3)CCCC)C=3NCCCN3